[N+](=O)([O-])C1=CC=C2CCN(C2=C1)C(CCCCCCCCCC(=O)OC)=O methyl 11-(6-nitroindolin-1-yl)-11-oxoundecanoate